Methyl 3-chloro-6-(2,2-difluorobenzo[d][1,3]dioxol-4-yl)-5-fluoropicolinate ClC=1C(=NC(=C(C1)F)C1=CC=CC=2OC(OC21)(F)F)C(=O)OC